2,4,6,7,8,9-hexahydro-4-[(2-methylphenyl)methyl]-7-(phenylmethyl)-imidazo[1,2-a]pyrido[3,4-e]pyrimidin-5(1H)-one CC1=C(C=CC=C1)CN1C=2N(C3=C(C1=O)CN(CC3)CC3=CC=CC=C3)CCN2